OC=1C=C(C=2C=CC3=C(C=C(C=4C=CC1C2C43)S(=O)(=O)O)S(=O)(=O)O)S(=O)(=O)O.C(C)NC(C)CC4=CC=CC=C4 N-ethyl-amphetamine 8-hydroxy-1,3,6-pyrenetrisulfonate